[Si](C)(C)(C(C)(C)C)OC1(CC2(CC(NC=3N2N=C(C3C#N)C3=CC=C2C=CC(=NC2=C3)C3=CC=CC=C3)=O)C1)C 3-((tert-butyldimethylsilyl)oxy)-3-methyl-5'-oxo-2'-(2-phenylquinolin-7-yl)-5',6'-dihydro-4'H-spiro[cyclobutane-1,7'-pyrazolo[1,5-a]pyrimidine]-3'-carbonitrile